OCC[C@H](CSC1=CC=CC=C1)NC(OC(C)(C)C)=O tert-butyl N-[(1R)-3-hydroxy-1-(phenylsulfanylmethyl)propyl]carbamate